tributanediol dimethacrylate C(C(=C)C)(=O)O.C(C(=C)C)(=O)O.C(CCC)(O)O.C(CCC)(O)O.C(CCC)(O)O